NCC1=CC=C(C=C1)C1=NN=NN1CC1=C(C=C(C(=O)NO)C=C1F)F 4-[[5-[4-(aminomethyl)phenyl]tetrazol-1-yl]methyl]-3,5-difluoro-benzohydroxamic acid